C(C)(C)(C)OC(=O)O[C@@H]1[C@H]([C@H](N(C1)C(=O)OC(C)(C)C)CC1=CC=C(C=C1)OC)OC(NCCN1CC2(CC(C2)O)CC1)=O tert-butyl (2R,3S,4S)-4-[(tert-butoxycarbonyl)oxy]-3-{[(2-{2-hydroxy-6-azaspiro[3.4]octan-6-yl}ethyl)carbamoyl]oxy}-2-[(4-methoxyphenyl)methyl]pyrrolidine-1-carboxylate